[C@H]12CN(C[C@H](CC1)N2)C=2C1=C(N=C(N2)OC[C@]23CCCN3C[C@@H](C2)F)C(=C(N=C1C#CC)C1=CC=CC2=CC=CC(=C12)C#C)F 4-((1R,5S)-3,8-diazabicyclo[3.2.1]oct-3-yl)7-(8-ethynylnaphthalen-1-yl)-8-fluoro-2-(((2R,7aS)-2-fluorotetrahydro-1H-pyrrolizin-7a(5H)-yl)methoxy)-5-(propynyl)pyrido[4,3-d]pyrimidine